OCC1=C(C=C(OCCCCCC(=O)O)C=C1)OC 4-(4-hydroxymethyl-3-methoxyphenoxy)-butylacetic acid